C1(CCCC1)CNCC=1C=CC=2N(C1)C=C(N2)CNC(=O)C=2N=C1N(C(C2)=O)C=CC=C1 N-[(6-{[(cyclopentyl-methyl)amino]methyl}imidazo[1,2-a]pyridin-2-yl)methyl]-4-oxo-4H-pyrido[1,2-a]pyrimidine-2-carboxamide